N-(4-((5-ethoxy-7-methoxyquinazolin-4-yl)amino)phenyl)-2-(4-isopropyl-1H-1,2,3-triazol-1-yl)acetamide C(C)OC1=C2C(=NC=NC2=CC(=C1)OC)NC1=CC=C(C=C1)NC(CN1N=NC(=C1)C(C)C)=O